N[C@H]1CN(CCC1)CC=1C=C(C(=O)NC2=CC=C(C=C2)C2=CC3=C(N=CN=C3N3CCOCC3)N2)C=CC1 (R)-3-((3-aminopiperidin-1-yl)methyl)-N-(4-(4-morpholino-7H-pyrrolo[2,3-d]pyrimidin-6-yl)phenyl)benzamide